1-[3-fluoro-5-(2-hydroxyethylamino)phenyl]-3-(3-bromo-2-hydroxymethylphenyl)urea FC=1C=C(C=C(C1)NCCO)NC(=O)NC1=C(C(=CC=C1)Br)CO